BrC1=C(C2=C(CC(CO2)C)C=C1)F 7-bromo-8-fluoro-3-methyl-3,4-dihydro-2H-1-benzopyran